3-(7-Methoxy-1-methyl-β-carbolin-9-yl)-propan-1-yne COC1=CC=C2C=3C=CN=C(C3N(C2=C1)CC#C)C